N-benzyl-5,6,7,8-tetrabromoanthracene-1-amine C(C1=CC=CC=C1)NC1=CC=CC2=CC3=C(C(=C(C(=C3C=C12)Br)Br)Br)Br